N[C@H](C(C)(C)C)C1=CC(=C2CN(C(C2=C1)=O)C1=CC(=CC=C1)C1(CC(C1)OC)C1=NN=CN1C)C(F)(F)F 6-((R)-1-amino-2,2-dimethylpropyl)-2-(3-((1R,3R)-3-methoxy-1-(4-methyl-4H-1,2,4-triazol-3-yl)cyclobutyl)phenyl)-4-(trifluoromethyl)isoindolin-1-one